CN1N=CC(=C1C#N)[Sn](CCCC)(CCCC)CCCC 2-Methyl-4-tributylstannyl-pyrazole-3-carbonitrile